[Cl-].C(C(=C)C)(=O)OCCC[N+](C)(C)C (3-methacryloxy)propyltri-methylammonium chloride